(2R)-2-(2,4-dioxo-1H-quinazolin-3-yl)propanoic acid O=C1NC2=CC=CC=C2C(N1[C@@H](C(=O)O)C)=O